5-Pentyl-2-(2-prop-1-en-2-ylcyclohexen-1-yl)benzene-1,3-diol C(CCCC)C=1C=C(C(=C(C1)O)C1=C(CCCC1)C(=C)C)O